FC(C(=O)O)(F)F.CC1CC2(NC(C1)C2)C2=NC=CC=N2 cis-3-methyl-1-pyrimidin-2-yl-6-azabicyclo[3.1.1]heptane trifluoroacetate